propylene glycol margarate C(CCCCCCCCCCCCCCCC)(=O)O.C(C(C)O)O